NC=1C(=NC(=NC1)N[C@@H]1CC(OCC1)(C)C)NC1CCC(CC1)C(=O)N (1S,4S)-4-((5-amino-2-((2,2-dimethyltetrahydro-2H-pyran-4-yl)amino)pyrimidin-4-yl)amino)cyclohexane-1-carboxamide